[C@H]12CN(C[C@H](CC1)N2)C2=NC(=NC1=C(C(=C(C=C21)Cl)C2=CC(=CC1=CC=CC=C21)O)F)OCCCCCCN(C)C (S or R)-4-(4-((1R,5S)-3,8-diazabicyclo[3.2.1]octan-3-yl)-6-chloro-2-((6-(Dimethylamino)hexyl)oxy)-8-fluoroquinazolin-7-yl)naphthalene-2-ol